O=C1N(C(C=C1)=O)CCCCCC(=O)ON1C(CCC1=O)=O 2,5-dioxopyrrolidin-1-yl 6-(2,5-dioxo-2,5-dihydro-1H-pyrrol-1-yl)hexanoate